N-(4-Chlorophenyl)-N1-(3,5-dimethylphenyl)-6-morpholin-4-yl-[1,3,5]triazine-2,4-diamine hydrochloride Cl.ClC1=CC=C(C=C1)NC1N(C(=NC(=N1)N)N1CCOCC1)C1=CC(=CC(=C1)C)C